1-((3S,4R)-4-(3-((4-amino-5-(4-chloro-3-(hydroxymethyl)phenyl)-7-methyl-7H-pyrrolo[2,3-d]pyrimidin-6-yl)ethynyl)azetidin-1-yl)-3-hydroxypiperidin-1-yl)prop-2-en-1-one NC=1C2=C(N=CN1)N(C(=C2C2=CC(=C(C=C2)Cl)CO)C#CC2CN(C2)[C@H]2[C@H](CN(CC2)C(C=C)=O)O)C